FC1=C(C(=C(C(=C1C1=C(C(=O)[O-])C=CC(=C1N1C(NC(CC1)=O)=O)Cl)F)F)F)F Pentafluorophenyl-4-chloro-3-(2,4-dioxotetrahydropyrimidin-1(2H)-yl)benzoate